(1S,3S)-2-acryloyl-1-(benzo[d][1,3]dioxol-5-yl)-N-propyl-2,3,4,9-tetrahydro-1H-pyrido[3,4-b]indole-3-carboxamide C(C=C)(=O)N1[C@H](C=2NC3=CC=CC=C3C2C[C@H]1C(=O)NCCC)C1=CC2=C(OCO2)C=C1